4-[(6S)-1,8-diazaspiro[5.5]undecan-8-yl]-1H-pyrrolo[2,3-b]pyridine-3-carbonitrile N1CCCC[C@]12CN(CCC2)C2=C1C(=NC=C2)NC=C1C#N